ClC=1C(=C(C(=CC1)F)C=1C(N(N=C(C1O)C)C)=O)CCC1=CC=C(C=C1)SC 4-[3-Chloro-6-fluoro-2-[2-(4-methylsulfanylphenyl)ethyl]phenyl]-5-hydroxy-2,6-dimethyl-pyridazin-3-one